n-decaneyl acrylate C(C=C)(=O)OCCCCCCCCCC